C(#N)C1=CC(=C(COC=2SC=C(N2)C=2C=NN(C2)CC2=NC3=C(N2CCOC)C=C(C=C3)C(=O)OC(C)(C)C)C=C1)F tert-butyl 2-((4-(2-((4-cyano-2-fluorobenzyl) oxy) thiazol-4-yl)-1H-pyrazol-1-yl) methyl)-1-(2-methoxyethyl)-1H-benzo[d]imidazole-6-carboxylate